diphenylphosphonamidate C1(=CC=CC=C1)N(P([O-])=O)C1=CC=CC=C1